O[C@H]1CN(CC1)C=1C=CC2=C(NC(=N2)C2=CC(=CN2)C(=O)C2=C(C=CC=C2)C(F)(F)F)C1 (R)-(5-(6-(3-hydroxypyrrolidin-1-yl)-1H-benzo[d]imidazol-2-yl)-1H-pyrrol-3-yl)(2-(trifluoromethyl)phenyl)methanone